FC(CN1N=CC=2C1=NC(=CN2)N2CCC1(CC(N(C1CCO)C1=CC(=NC=C1)C(F)(F)F)=O)CC2)F 8-(1-(2,2-difluoroethyl)-1H-pyrazolo[3,4-b]pyrazin-6-yl)-1-(2-hydroxyethyl)-2-(2-(trifluoromethyl)pyridin-4-yl)-2,8-diazaspiro[4.5]decan-3-one